C(C(=C)C)(=O)NCCC[Si](OC)(OC)OC 3-(methacryloylamino)propyl-trimethoxysilane